C1(CCCCCCC1)C(C1=NC2=C(N1)C=CC(=C2F)C2N(CCOC2)C(=O)OC(C)(C)C)NC(=O)C=2C(=NOC2)C tert-Butyl 3-(2-{cyclooctyl[(3-methylisoxazole-4-carbonyl)amino]methyl}-4-fluoro-1H-benzimidazol-5-yl)morpholine-4-carboxylate